(S)-α-cyclopentylmandelic acid C1(CCCC1)[C@](C(=O)O)(O)C1=CC=CC=C1